7-fluoro-N-(5-(3-methoxypyridin-4-yl)-1H-pyrazol-3-yl)-5-(piperidin-4-yl)-5H-pyrrolo[2,3-b]pyrazin-3-amine FC1=CN(C2=NC(=CN=C21)NC2=NNC(=C2)C2=C(C=NC=C2)OC)C2CCNCC2